N1(CCCC1)[C@@]1(C=NC2=CC=CC=C2C1=O)C(=O)O (3R)-3-(pyrrolidinyl)-4-oxo-3-quinolinecarboxylic acid